NC1=NC=2C=CC(=CC2C2=C1C(OC2)COCC2=CC=CC=C2)C(=O)O 4-amino-3-((benzyloxy)methyl)-1,3-dihydrofuro[3,4-c]quinoline-8-carboxylic acid